bromo-3-propylbutyrate BrC(C(=O)[O-])C(C)CCC